2-(4-(7-Chloro-4-(1H-Imidazol-1-Yl)Quinolin-2-Yl)-2-Oxo-1,4-Diazepan-1-Yl)Acetic Acid ClC1=CC=C2C(=CC(=NC2=C1)N1CC(N(CCC1)CC(=O)O)=O)N1C=NC=C1